COC(=O)C1=CC(NC=C1Br)=O 5-bromo-2-oxo-1,2-dihydropyridine-4-carboxylic acid methyl ester